C(C)(C)C1=C(NC=2C1=NC(=CC2)C2CCN(CC2)C2CCOCC2)C=2C=C(C(N(C2)C)=O)C 5-(3-isopropyl-5-(1-(tetrahydro-2H-pyran-4-yl)piperidin-4-yl)-1H-pyrrolo[3,2-b]Pyridin-2-yl)-1,3-dimethylpyridin-2(1H)-one